C(C)(C)(C)C1=CC=C(C=C1)C1=NN(C(C1)C1=CC=CC=C1)C1=CC=CC=C1 3-(4-tert-butylphenyl)-1,5-diphenyl-4,5-dihydro-1H-pyrazole